FC1=C(C=C(C=C1)S(=O)(=O)C)NC1=NC=CC2=C(C(=CC=C12)C)[N+](=O)[O-] N-(2-fluoro-5-(methylsulfonyl)phenyl)-6-methyl-5-nitroisoquinolin-1-amine